5-(imidazo[1,2-a]pyrimidin-6-yl)-2-isobutyl-7H-pyrrolo[2,3-d]pyrimidine N=1C=CN2C1N=CC(=C2)C2=CNC=1N=C(N=CC12)CC(C)C